F[C@@H]1[C@H]([C@H](NC1=O)COC1=NC=CC2=CC(=C(C=C12)OC)C(=O)N)COC 1-{[(2S,3R,4R)-4-fluoro-3-(methoxymethyl)-5-oxopyrrolidin-2-yl]methoxy}-7-methoxyisoquinoline-6-carboxamide